Diethylcarbamodithioic acid, alpha-trifluoroacetylbenzyl ester C(C)N(C(=S)SC(C1=CC=CC=C1)C(C(F)(F)F)=O)CC